rac-dimethylsilyl-bis-(tetrahydroindenyl)zirconium C[SiH](C)[Zr](C1CCC2CC=CC=C12)C1CCC2CC=CC=C12